3-(4-methoxyphenyl)-5-methylene-2-oxotetrahydro-2H-pyran-3-carboxylic acid methyl ester COC(=O)C1(C(OCC(C1)=C)=O)C1=CC=C(C=C1)OC